FC=1C=C(C=C2C(N(CC12)[C@@H](C(NC=1SC=CN1)=O)C1=C2N(C=N1)CCC2)=O)C#CC=2C=CC(=NC2)C(=O)NC2CCNCC2 |r| 5-[2-[7-fluoro-3-oxo-2-[(1RS)-1-(6,7-dihydro-5H-pyrrolo[1,2-c]imidazol-1-yl)-2-oxo-2-(thiazol-2-ylamino)ethyl]isoindolin-5-yl]ethynyl]-N-(4-piperidyl)pyridine-2-carboxamide